COC1=NC=CC2=C(C=CC=C12)N1N=CC(=C1C(F)(F)F)C1=CN=C(O1)[N+](=O)[O-] 5-(1-(1-methoxyisoquinolin-5-yl)-5-(trifluoromethyl)-1H-pyrazol-4-yl)-2-nitrooxazole